bis-(4-amino-3-methylcyclohexyl)methane NC1C(CC(CC1)CC1CC(C(CC1)N)C)C